The molecule is a beta-hydroxy ketone formed by hydroxylation of 4-methylpentan-2-one at the 4-position. It has been isolated from Achnatherum robustum. It has a role as a plant metabolite. CC(=O)CC(C)(C)O